S-(N-(2-biphenyl-4-ylethyl)-2-chloroadenosyl)-L-homocysteine C1(=CC=C(C=C1)CCNC=1C=2N=CN([C@H]3[C@H](O)[C@H](O)[C@@H](CSCC[C@H](N)C(=O)O)O3)C2N=C(N1)Cl)C1=CC=CC=C1